(S)-2-(2-(2-methoxyphenyl)acetamido)-4-((2-(2-oxopyridin-1(2H)-yl)ethyl)(4-(5,6,7,8-tetrahydro-1,8-naphthyridin-2-yl)butyl)amino)butanoic acid COC1=C(C=CC=C1)CC(=O)N[C@H](C(=O)O)CCN(CCCCC1=NC=2NCCCC2C=C1)CCN1C(C=CC=C1)=O